N-(9-fluorenylmethoxycarbonyl)leucine C1=CC=CC=2C3=CC=CC=C3C(C12)COC(=O)N[C@@H](CC(C)C)C(=O)O